BrN1CC=CC2=CC=CC(=C12)O 1-bromo-8-hydroxy-quinoline